N4-(4-fluorobenzyl)-N2-isopropylthieno[3,2-d]pyrimidine-2,4-diamine FC1=CC=C(CNC=2C3=C(N=C(N2)NC(C)C)C=CS3)C=C1